5-(1H-tetrazol-5-yl)-1H-indole-3-carbonitrile N1N=NN=C1C=1C=C2C(=CNC2=CC1)C#N